(1,2-Dihydroacenaphthylen-5-yl)-[1,2,4]triazolo[4,3-a]pyridine-7-carboxamide C1CC2=CC=C(C3=CC=CC1=C23)C2=NN=C3N2C=CC(=C3)C(=O)N